2,5-bis(2-methylbutoxy)terephthalic acid dihydrazide CC(COC1=C(C(=O)NN)C=C(C(=C1)C(=O)NN)OCC(CC)C)CC